4-(2-(3-(2-((1,5-dimethyl-1H-pyrazol-3-yl)amino)-5-methylpyrimidin-4-yl)-1H-indol-7-yl)-1-oxoisoindolin-4-yl)picolinamide CN1N=C(C=C1C)NC1=NC=C(C(=N1)C1=CNC2=C(C=CC=C12)N1C(C2=CC=CC(=C2C1)C1=CC(=NC=C1)C(=O)N)=O)C